propan-2-yl succinate C(CCC(=O)[O-])(=O)OC(C)C